tert-butyl ((R)-2-chloro-5,6,7,8-tetrahydroquinolin-5-yl)(((S)-5-oxopyrrolidin-2-yl)methyl)carbamate ClC1=NC=2CCC[C@H](C2C=C1)N(C(OC(C)(C)C)=O)C[C@H]1NC(CC1)=O